OC1=C(C=CC(=C1)OCCCCCC)C1=NC(=NC(=N1)C1=CC=CC=C1)C1=CC=CC=C1 2-(2-hydroxy-4-hexyloxyphenyl)-4,6-bis(phenyl)-1,3,5-triazine